3-(ethylsulfonyl)-2-pyridine-sulfonamide C(C)S(=O)(=O)C=1C(=NC=CC1)S(=O)(=O)N